CC1(C)CCCC(C)=C1\C=C\C(\C)=C\C=C\C(\C)=C\C=C/C=C(\C)/C=C/C=C(\C)/C=C/C1=C(C)CCCC1(C)C 15Z-β-carotene